BrC1=C(C=C2C=C(C(=NC2=C1)C)C1C(NC(CC1)=O)=O)C 3-(7-bromo-2,6-dimethylquinolin-3-yl)piperidine-2,6-dione